FC(C(C(C(C(F)(F)F)(C(F)(F)F)C(F)(F)F)(F)F)(C(F)(F)F)C(F)(F)F)(F)F perfluoro-2,2,4,4-tetra-methylpentane